2-[3-(4-chloro-3-fluorophenyl)-1-ethyl-1H-1,2,4-triazol-5-yl]-N-[(3,5-dimethoxyphenyl)methyl]acetamide ClC1=C(C=C(C=C1)C1=NN(C(=N1)CC(=O)NCC1=CC(=CC(=C1)OC)OC)CC)F